NC1(CC(C1)C(=O)OCCCC)CO Z-butyl (1s,3s)-3-amino-3-(hydroxymethyl)cyclobutane-1-carboxylate